(R)-methyl 2-amino-3-(3-fluoro-5-(1-propyl-4-(trifluoromethyl)-1H-pyrazol-5-yl)benzamido)propanoate N[C@@H](C(=O)OC)CNC(C1=CC(=CC(=C1)C1=C(C=NN1CCC)C(F)(F)F)F)=O